Br[B-](F)(F)F.[K+] potassium bromotrifluoroborate